3-(2,2-dichloroethenyl)-2,2-dimethyl-4-(1H-benzimidazol-2-yl)phenyl-cyclopropanecarboxylic acid ClC(=CC=1C(C(C=CC1C1=NC2=C(N1)C=CC=C2)C2(CC2)C(=O)O)(C)C)Cl